C(C)OC(=O)C1(CCN(CC1)C(NCC1=CC=C(C=C1)F)=O)CC(=O)N(C1=CC=CC=C1)C=1C=C(C=CC1)C 1-[(4-fluorophenyl)methyl-carbamoyl]-4-[2-[N-(m-tolyl)anilino]-2-oxo-ethyl]piperidine-4-carboxylic acid ethyl ester